N-((S)-(7-((S*)-Cyclopropyl(4,4,4-trifluorobutanamido)methyl)imidazo[1,2-b]pyridazin-2-yl)(4,4-difluorocyclohexyl)methyl)-1-isopropyl-1H-pyrazole-5-carboxamide C1(CC1)[C@@H](C1=CC=2N(N=C1)C=C(N2)[C@@H](NC(=O)C2=CC=NN2C(C)C)C2CCC(CC2)(F)F)NC(CCC(F)(F)F)=O |o1:3|